((3-(2-methoxypyridin-4-yl)bicyclo[4.2.0]octa-1(6),2,4-trien-2-yl)carbamoyl)-3,3-dimethyl-2,3-dihydropyrazolo[5,1-b]oxazole-7-sulfonimidamide COC1=NC=CC(=C1)C1=C(C=2CCC2C=C1)NC(=O)C1C(N2C(O1)=C(C=N2)S(=O)(N)=N)(C)C